6-(4-(1H-pyrazol-4-yl)phenyl)-4-(1-(3-methoxyphenyl)ethyl)-4,6-diazaspiro[2.4]heptan-5-one N1N=CC(=C1)C1=CC=C(C=C1)N1C(N(C2(CC2)C1)C(C)C1=CC(=CC=C1)OC)=O